[Si](C1=CC=CC=C1)(C1=CC=CC=C1)(C(C)(C)C)OCC1C(C1)C1=CC(=C(C=C1F)N1C(C=CC2=CC(=CC=C12)S(=O)(=O)N(CC1=CC=C(C=C1)OC)C1=NOC=C1)=O)OC (P)-1-(4-(2-(((tert-butyldiphenylsilyl)oxy)methyl)cyclopropyl)-5-fluoro-2-methoxyphenyl)-N-(isoxazol-3-yl)-N-(4-methoxybenzyl)-2-oxo-1,2-dihydroquinoline-6-sulfonamide